5-tert-butyl-5-hydroxy-1,3-diphenyl-2,4-imidazolinedione C(C)(C)(C)C1(C(N(C(N1C1=CC=CC=C1)=O)C1=CC=CC=C1)=O)O